OC1=CC=C(C(=O)NCCCCCCCC(=O)O)C=C1.N1CCSCC1 thiomorpholine 8-(4-hydroxybenzoamido)octanoate